5-(4-Chloro-1H-pyrrolo[2,3-b]pyridin-2-yl)-2-fluorobenzonitrile ClC1=C2C(=NC=C1)NC(=C2)C=2C=CC(=C(C#N)C2)F